C(#N)CC1=CC=C(CN2C=NC(=C2)C(=O)OCC)C=C1 ethyl 1-(4-(cyanomethyl) benzyl)-1H-imidazole-4-carboxylate